4-(1-(5-(((1R,4R)-2-oxa-5-azabicyclo[2.2.1]heptan-5-yl)methyl)pyrimidin-2-yl)piperidin-4-yl)-7-chloro-1-methyl-1,4-dihydropyrido[2,3-b]pyrazine-2,3-dione [C@H]12OC[C@H](N(C1)CC=1C=NC(=NC1)N1CCC(CC1)N1C3=C(N(C(C1=O)=O)C)C=C(C=N3)Cl)C2